N-(5-(2-(1-cyclopropylethyl)-3-oxo-4-(2-oxopyrrolidin-1-yl)-2,3-dihydro-1H-pyrrolo[3,4-c]pyridin-6-yl)-4-methylthiazol-2-yl)acetamide C1(CC1)C(C)N1C(C=2C(=NC(=CC2C1)C1=C(N=C(S1)NC(C)=O)C)N1C(CCC1)=O)=O